ClCC(=O)NC12[C@H](CC(CC1)(CC2)NC(COC2=CC(=C(C=C2)Cl)F)=O)O 2-chloro-N-{(2S)-4-[2-(4-chloro-3-fluorophenoxy)acetylamino]-2-hydroxybicyclo[2.2.2]octan-1-yl}acetamide